F[Sb-](F)(F)(F)(F)F.C(CCCCCCCCCCC)C1=CC=C(C=C1)[I+]C1=CC=C(C=C1)CCCCCCCCCCCC Bis(4-dodecylphenyl)iodonium hexa-fluoro-antimonate